FC1=CC=C(C=C1)N1N=C(C=C1S(=O)(=O)C)C(=O)NC1=CC(=C(C(=C1)C1=CN(C(C(=C1)N1CCOCC1)=O)C)C)O (4-fluorophenyl)-N-(3-hydroxy-4-methyl-5-(1-methyl-5-morpholino-6-oxo-1,6-dihydropyridin-3-yl)phenyl)-5-(methylsulfonyl)-1H-pyrazole-3-carboxamide